FC(COCOCC(C(F)(F)F)(F)F)(C(F)(F)F)F bis(2,2,3,3,3-pentafluoropropoxy)methane